BrC1=CC=C(C(=N1)CC1(CC(N(CC1)C([2H])([2H])C1=C(C(=CC=C1)Cl)F)C)C(=O)[O-])F 4-((6-bromo-3-fluoropyridin-2-yl) methyl)-1-((3-chloro-2-fluorophenyl) methyl-d2)-2-methylpiperidine-4-carboxylate